N-(2-(difluoromethoxy)-4-(4-methyl-4H-1,2,4-triazol-3-yl)phenyl)-6-methyl-8-(2-oxa-7-azaspiro[4.4]nonan-7-yl)pyrido[3,4-d]pyrimidin-2-amine FC(OC1=C(C=CC(=C1)C1=NN=CN1C)NC=1N=CC2=C(N1)C(=NC(=C2)C)N2CC1(CCOC1)CC2)F